4-((S)-2-(dimethylamino)-3-((R)-3-(2-methylthiazol-5-yl)-3-(1-(trifluoromethyl)cyclopropyl)propanamido)propyl)-2-fluorobenzamide CN([C@@H](CC1=CC(=C(C(=O)N)C=C1)F)CNC(C[C@H](C1(CC1)C(F)(F)F)C1=CN=C(S1)C)=O)C